CCC1=CC(=C(C=C1)NC2=C(C(=CC(=C2F)F)F)F)CC(=O)O The molecule is an aromatic amino acid that is 2-amino-5-ethylphenylacetic acid in which one of the amino hydrogens is replaced by a 2,3,5,6-tetrafluorophenyl group. A selective cyclooxygenase 2 inhibitor that is used in veterinary medicine for the relief of pain and inflammation in cats and dogs. It has a role as a non-steroidal anti-inflammatory drug, a non-narcotic analgesic and a cyclooxygenase 2 inhibitor. It is an aromatic amino acid, a monocarboxylic acid, an organofluorine compound, a secondary amino compound and a member of phenylacetic acids.